FC(OC1=CC=C(C=C1)C1=NC2=C(N1)C=CC=C2)(F)F 2-(4-(trifluoromethoxy)phenyl)-1H-benzo[d]imidazole